C(=O)C=1C(=CSC1)C(=O)O 4-FORMYL-3-THIOPHENECARBOXYLIC ACID